1,3-dibenzyl-2-oxoimidazolidine-4,5-dicarboxylate C(C1=CC=CC=C1)N1C(N(C(C1C(=O)[O-])C(=O)[O-])CC1=CC=CC=C1)=O